FC=1C=C(C=CC1C)N1N=C2N=CN=C(C2=C1)N1C[C@H](N(CC1)C)C(=O)NCC1=CC=C(C=C1)SC (S)-4-(2-(3-fluoro-4-methylphenyl)-2H-pyrazolo[3,4-d]pyrimidin-4-yl)-1-methyl-N-(4-(methylthio)benzyl)piperazine-2-carboxamide